BrC=1C=C(C(=CC1)NCC1=CC(=C(C=C1)OCC1=CC=C(C=C1)OC)OC)N 4-bromo-N1-(3-methoxy-4-((4-methoxybenzyl)oxy)benzyl)benzene-1,2-diamine